C(C)N1C[C@@]2(C[C@@H]2C1)C1=CC(=C(C=C1)F)F (1R,5S)-3-ethyl-1-(3,4-difluorophenyl)-3-aza-bicyclo[3.1.0]hexane